methanesulfonylazetidine CS(=O)(=O)N1CCC1